4-(4-((4-(3-hydroxypropyl)piperazin-1-yl)methyl)-3,5-dimethoxyphenyl)-2-methyl-2,7-naphthyridin-1(2H)-one OCCCN1CCN(CC1)CC1=C(C=C(C=C1OC)C1=CN(C(C2=CN=CC=C12)=O)C)OC